CC1=NOC(=C1C=1C=C2C(=NC1)C1=C(N2[C@@H](C2CCOCC2)C2=CC=CC=C2)C(=NN1C)C(=O)OC)C Methyl (S)-6-(3,5-dimethylisoxazol-4-yl)-1-methyl-4-(phenyl(tetrahydro-2H-pyran-4-yl) methyl)-1,4-dihydropyrazolo[3',4':4,5]pyrrolo[3,2-b]pyridine-3-carboxylate